3-chloro-5-(2-(4-((2-chloropyrimidine-4-yl)methoxy)phenyl)propan-2-yl)benzonitrile ClC=1C=C(C#N)C=C(C1)C(C)(C)C1=CC=C(C=C1)OCC1=NC(=NC=C1)Cl